C(#N)CS(=O)(=O)NC1=CC=C(C=C1)C1=NNC(=C1)NC1=CC(=NC=C1)OCCOC 3-(4-((cyanomethyl)sulfonamido)phenyl)-5-((2-(2-methoxyethoxy)pyridin-4-yl)amino)-1H-pyrazole